Cl.[C@H]12CN(C[C@H](CC1)N2)C=2C=CC(=C(C(=O)N[C@H](C)C=1C=C(C=C(C1)OC)C=1C=C(N(C1)C)C(=O)OCC1=CC=CC=C1)C2)C Benzyl 4-[3-[(1R)-1-[[5-[(1R,5S)-3,8-diazabicyclo[3.2.1]octan-3-yl]-2-methyl-benzoyl]amino]ethyl]-5-methoxy-phenyl]-1-methyl-pyrrole-2-carboxylate hydrochloride